5-bromo-3-[(4-methoxyphenyl)methylamino]pyridine-2-carboxylate BrC=1C=C(C(=NC1)C(=O)[O-])NCC1=CC=C(C=C1)OC